IC1=NN(C2=C1C=NC(=C2)CC(=O)N)C(C2=CC=CC=C2)(C2=CC=CC=C2)C2=CC=CC=C2 (3-iodo-1-trityl-1H-pyrazolo[4,3-c]pyridin-6-yl)acetamide